C(C)(C)(C)C=1C=C(C=C(C1O)C)CCC(=O)OCC(C)(C)C1OCC2(CO1)COC(OC2)C(COC(CCC2=CC(=C(C(=C2)C)O)C(C)(C)C)=O)(C)C 3,9-bis[2-(3-(3-tert-butyl-4-hydroxy-5-methylphenyl)-propionyloxy)-1,1-dimethylethyl]-2,4,8,10-tetraoxaspiro(5.5)undecane